2-(cyclopentylhydroxymethyl)-6-{6-cyclopropyl-4-[4-fluoro-2-(4-methyl-4H-1,2,4-triazol-3-yl)phenyl]-2-pyridyl}-7-oxo-1,6-dihydro-1,6-diaza-4-indenecarbonitrile C1(CCCC1)C(C=1NC=2C(N(C=C(C2C1)C#N)C1=NC(=CC(=C1)C1=C(C=C(C=C1)F)C1=NN=CN1C)C1CC1)=O)O